4-bromo-5-(4-fluoro-2,6-dimethylphenoxy)-1-(2-morpholinoethyl)pyridin-2(1H)-one BrC1=CC(N(C=C1OC1=C(C=C(C=C1C)F)C)CCN1CCOCC1)=O